FC1=C(N(C2=C(C=CC(=C12)OC)F)CCNC1=CC(=NC=N1)C1=CC(=CS1)OCC)C 5-{6-[2-(3,7-Difluoro-4-methoxy-2-methyl-indol-1-yl)-ethylamino]-pyrimidin-4-yl}-3-ethoxy-thiophen